4-chloro-2-((1s,4S)-4-(2-methyl-3,4-dihydroquinolin-1(2H)-yl)cyclohexyl)-5-((((R)-tetrahydro-2H-pyran-3-yl)methyl)amino)pyridazin-3(2H)-one ClC=1C(N(N=CC1NC[C@@H]1COCCC1)C1CCC(CC1)N1C(CCC2=CC=CC=C12)C)=O